C1(CCC1)OC1=CC2=C(CN(CCC2)C2=CC(=C(C(=C2)C)NC(CC(C)(C)C)=O)C)C=C1 N-(4-(7-Cyclobutoxy-1,3,4,5-tetrahydro-2H-benzo[c]azepin-2-yl)-2,6-dimethylphenyl)-3,3-dimethylbutyramide